C1([C@H](C[C@@H](CC1)C(C)C)O)(C)O trans-menthanediol